5-[6-(Cyclohexylmethyl)-3-(1H-imidazol-5-yl)imidazo[1,2-a]pyrimidin-2-yl]-3-(trifluoromethyl)-1H-1,2,4-triazole, trifluoroacetate salt FC(C(=O)O)(F)F.C1(CCCCC1)CC=1C=NC=2N(C1)C(=C(N2)C2=NC(=NN2)C(F)(F)F)C2=CN=CN2